1-(1-bromo-3-chloropropyl)-2-fluorobenzene BrC(CCCl)C1=C(C=CC=C1)F